OCCCC1=C2CN(C(C2=CC=C1)=C=O)C1C(NC(CC1)=O)=O 3-(4-(3-hydroxypropyl)-1-carbonylisoindolin-2-yl)piperidine-2,6-dione